(S)-2-(8-((4-fluoropiperidin-4-yl)methyl)-6,6a,7,8,9,10-hexahydro-5H-pyrazino[1',2':4,5]pyrazino[2,3-c]pyridazin-2-yl)phenol FC1(CCNCC1)CN1C[C@H]2N(C=3C(=NN=C(C3)C3=C(C=CC=C3)O)NC2)CC1